N-(1-(4-cyanothiophen-2-yl)ethylidene)-2-methylpropane-2-sulfinamide C(#N)C=1C=C(SC1)C(C)=NS(=O)C(C)(C)C